N1=C(C=CC=C1)CN1N=C2C3=C(CC4(C2=C1)CCC4)OC(=C3C(F)(F)F)C(=O)OCC ethyl 2'-[(pyridin-2-yl)methyl]-8'-(trifluoromethyl)-2',5'-dihydrospiro[cyclobutane-1,4'-furo[2,3-g]indazole]-7'-carboxylate